8-Methyl-N-(pyridin-3-yl)-2-(pyridin-2-ylmethyl)-4,5-dihydro-2H-furo[2,3-g]indazole-7-carboxamide CC1=C(OC=2CCC3=CN(N=C3C21)CC2=NC=CC=C2)C(=O)NC=2C=NC=CC2